7-(3-(trifluoromethyl)-1H-pyrazol-4-yl)-8,9-dihydro-3H-cyclobut[c]pyrazolo[4,3-f]quinoline FC(C1=NNC=C1C1=NC2=CC=C3C(=C2C2=C1CC2)C=NN3)(F)F